O1C=C(C2=C1C=CC=C2)C[C@H](NC(C(=O)NC)=O)B(O)O (R)-(2-(benzofuran-3-yl)-1-(2-(methylamino)-2-oxoacetamido)ethyl)boronic acid